The molecule is a member of the class of benzodioxoles that is 1,3-benzodioxole which is substituted at positions 5 by a 2-(2-hydroxyphenyl)-3-oxoprop-1-en-3-yl group and at positions 4 and 6 by methoxy groups. A very rare type of isoflavonoid-related 1,2-diaryl-2-propenone found in Dysphania glomulifera (red crumbweed) and D. littoralis, the enone moiety is particularly reactive, undergoing ready Michael addition of water and methanol. Biliatresone has been found to cause extrahepatic biliary atresia (obliteration or discontinuity of the extrahepatic biliary system, resulting in obstruction to bile flow) in a zebrafish model. It has a role as a toxin and a plant metabolite. It is a member of benzodioxoles, an enone, an aromatic ketone, an aromatic ether and a member of phenols. COC1=C(C(=C2C(=C1)OCO2)OC)C(=O)C(=C)C3=CC=CC=C3O